butyl (2S)-1-(((2-((allyloxy)carbonyl) benzo[b]thiophen-5-yl)methyl)(phenoxy) phosphoryl)-4,4-difluoropyrrolidine-2-carboxylate C(C=C)OC(=O)C1=CC2=C(S1)C=CC(=C2)CP(=O)(OC2=CC=CC=C2)N2[C@@H](CC(C2)(F)F)C(=O)OCCCC